5-fluoro-4-[(6R,13R,19R)-25-fluoro-8,12,21-trioxa-2,5,15,23,27,30-hexaazahexacyclo[20.7.1.12,6.113,19.015,19.024,29]dotriaconta-1(30),22,24,26,28-pentaen-26-yl]naphthalen-2-ol FC1=C2C(=CC(=CC2=CC=C1)O)C=1C(=C2N=C3OC[C@]45CCCN4C[C@H](OCCCOC[C@@H]4NCCN(C(C2=CN1)=N3)C4)C5)F